Dimethyl aminoisophthalate NC1=C(C(=O)OC)C=CC=C1C(=O)OC